N-(4-(benzyloxy)-2-methylphenyl)-4-chloro-1-(cis-4-propionamidocyclohexyl)-1H-pyrazole-5-carboxamide C(C1=CC=CC=C1)OC1=CC(=C(C=C1)NC(=O)C1=C(C=NN1[C@@H]1CC[C@@H](CC1)NC(CC)=O)Cl)C